2-(trifluoromethyl)-pyrazolo[1,5-a]pyrazin-4(5H)-one FC(C1=NN2C(C(NC=C2)=O)=C1)(F)F